2-(2-isopropylphenyl)-9-(4-(1-(methoxymethyl)-4-(trifluoromethyl)-1H-imidazol-2-yl)benzyl)-7-methyl-7H-purin-8(9H)-imine C(C)(C)C1=C(C=CC=C1)C1=NC=C2N(C(N(C2=N1)CC1=CC=C(C=C1)C=1N(C=C(N1)C(F)(F)F)COC)=N)C